N-(5-Chlorobenzo[d]isothiazol-3-yl)-2-fluorobenzamide ClC=1C=CC2=C(C(=NS2)NC(C2=C(C=CC=C2)F)=O)C1